CC1(O[C@@H]2[C@H](O1)[C@@](C[C@H]2N2C=CC1=C2N=CN=C1N)(C=C)C)C 7-((3aS,4R,6S,6aR)-2,2,6-trimethyl-6-vinyltetrahydro-3aH-cyclopenta[d][1,3]dioxol-4-yl)-7H-pyrrolo[2,3-d]pyrimidin-4-amine